3-propylurea C(CC)NC(N)=O